ClC=1C=C(C=CC1C=1N(C2=NC=NC(=C2N1)OC1(CC1)C)CC1=NC=CC(=C1)C)C(=O)N1C[C@H](CC1)OC (S)-(3-chloro-4-(6-(1-methylcyclopropoxy)-9-((4-methylpyridin-2-yl)methyl)-9H-purin-8-yl)phenyl)(3-methoxypyrrolidin-1-yl)methanone